Kalium tert-butanolat C(C)(C)(C)[O-].[K+]